BrC1=C2C3=C(N=CC2=C(N=C1)NC)NC=C3 9-bromo-N-methyl-3H-pyrrolo[2,3-c][2,7]naphthyridin-6-amine